P(=O)(OCC(COC(C)=O)OC(C)=O)(OCCNC(CCCCC1SC[C@@H]2NC(N[C@@H]21)=O)=O)[O-] 2,3-diacetoxypropyl 2-(5-((3aS,6aR)-2-oxohexahydro-1H-thieno[3,4-d]imidazol-4-yl) pentanamido)ethyl phosphate